(R)-N-(5-cyano-6-(difluoromethoxy)pyridin-3-yl)-2-fluoro-2',3',5',6,6',7-hexahydrospiro[cyclopenta[e]pyrazolo[1,5-a]pyrimidine-8,4'-pyran]-6-carboxamide C(#N)C=1C=C(C=NC1OC(F)F)NC(=O)[C@@H]1CC2(CCOCC2)C2=C1C=NC=1N2N=C(C1)F